bis[2-hydroxy-5-tert-octyl-3-(benzotriazol-2-yl)-phenyl]-methane OC1=C(C=C(C=C1N1N=C2C(=N1)C=CC=C2)C(C)(C)CC(C)(C)C)CC2=C(C(=CC(=C2)C(C)(C)CC(C)(C)C)N2N=C1C(=N2)C=CC=C1)O